3-(2-(2-(2-methoxyethoxy)ethoxy)ethoxy)-5-pentadecylphenol COCCOCCOCCOC=1C=C(C=C(C1)CCCCCCCCCCCCCCC)O